NCC(CO)O 1-aminopropan-2,3-diol